FC1=CC=C(C=C1)C=1N=CN(C1C=1OC=C(N1)C(=O)NC1=NC=C(C=C1)C1CN(C1)C)C(C)C 2-(4-(4-fluorophenyl)-1-isopropyl-1H-imidazol-5-yl)-N-(5-(1-methylazetidin-3-yl)pyridin-2-yl)oxazole-4-carboxamide